tert-butyl ((2-((6-hydroxyhexyl)oxy)-4-methylphenyl)sulfonyl)-L-prolinate OCCCCCCOC1=C(C=CC(=C1)C)S(=O)(=O)N1[C@@H](CCC1)C(=O)OC(C)(C)C